4-hydroxy-phenylborate OC1=CC=C(C=C1)OB([O-])[O-]